2-(2-Methoxy-5-(methyl-(2-methylquinazolin-4-yl)amino)phenyl)hexanoic acid COC1=C(C=C(C=C1)N(C1=NC(=NC2=CC=CC=C12)C)C)C(C(=O)O)CCCC